2-cinnamoyl-3,5-dihydroxy-4,6,6-tris(3-methylbut-2-en-1-yl)cyclohexa-2,4-dien-1-one C(C=CC1=CC=CC=C1)(=O)C=1C(C(C(=C(C1O)CC=C(C)C)O)(CC=C(C)C)CC=C(C)C)=O